(1S,4S)-5-(6-nitroso-pyridazin-3-yl)-2,5-diaza-bicyclo[2.2.1]Heptane-2-carboxylic acid N(=O)C1=CC=C(N=N1)N1[C@@H]2CN([C@H](C1)C2)C(=O)O